(7S)-2-chloro-4-isopropyl-7,8-dimethyl-7,8-dihydropteridin-6(5H)-one ClC1=NC=2N([C@H](C(NC2C(=N1)C(C)C)=O)C)C